R-D-glucose O=C[C@H](O)[C@@H](O)[C@H](O)[C@H](O)CO